N1C(=NC2=C1C=CC=C2)C2=CC=CC(=N2)C(=O)N2CC1C(C1C2)NC(=O)C=2NC1=CC(=CC=C1C2)C N-(3-(6-(1H-benzo[d]imidazol-2-yl)pyridinoyl)-3-azabicyclo[3.1.0]hex-6-yl)-6-methyl-1H-Indole-2-carboxamide